CN(C1=CC=CC=C1)CC=1C=C(C=CC1)NC(=O)C1=CC(=NN1)C(F)(F)F N-(3-((methyl(phenyl)amino)methyl)phenyl)-3-(trifluoromethyl)-1H-pyrazole-5-carboxamide